2-Fluoro-4-(5-fluorobenzothiazol-2-yl)aniline FC1=C(N)C=CC(=C1)C=1SC2=C(N1)C=C(C=C2)F